ClC1=CC(=C2C(=N1)C(N(C2C2=C(C=CC(=C2)F)Cl)CC2=CC=C(C=C2)OC)=O)NCC2=C(C=C(C=C2)OC)OC 2-chloro-5-(2-chloro-5-fluorophenyl)-4-((2,4-dimethoxybenzyl)amino)-6-(4-methoxybenzyl)-5,6-dihydro-7H-pyrrolo[3,4-b]pyridin-7-one